6-oxo-6-(4-(4-(quinoxalin-2-yl)-1H-pyrazol-1-yl)piperidin-1-yl)hexanoic acid O=C(CCCCC(=O)O)N1CCC(CC1)N1N=CC(=C1)C1=NC2=CC=CC=C2N=C1